3,4,5-TRIS(BENZYLOXY)PHENYLBORONIC ACID C(C1=CC=CC=C1)OC=1C=C(C=C(C1OCC1=CC=CC=C1)OCC1=CC=CC=C1)B(O)O